N-((1r,3r)-3-(4-phenyl-5-(thiazol-2-yl)-4H-1,2,4-triazol-3-yl)cyclobutyl)benzamide C1(=CC=CC=C1)N1C(=NN=C1C=1SC=CN1)C1CC(C1)NC(C1=CC=CC=C1)=O